C1N(CC12CCC2)C(=O)N 2-azaspiro[3.3]heptane-2-carboxamide